dl-M-methylphenyl-ethanol CC=1C=C(C=CC1)C(C)O